((3-methyl-4-oxo-3,4-dihydroquinazolin-8-yl)amino)pyridazine-3-carboxamide CN1C=NC2=C(C=CC=C2C1=O)NC1=C(N=NC=C1)C(=O)N